1-[3-(1-hydroxyethyl)-6-[6-(1-methyl-2-oxo-pyrimidin-4-yl)benzoimidazol-1-yl]-2-pyridinyl]-5-methyl-pyrazole-3-carbonitrile OC(C)C=1C(=NC(=CC1)N1C=NC2=C1C=C(C=C2)C2=NC(N(C=C2)C)=O)N2N=C(C=C2C)C#N